Methyl 1-(2,6-dimethylbenzyl)-5-hydroxy-2-oxo-2,3-dihydro-1H-benzo[b]azepine-4-carboxylate CC1=C(CN2C3=C(C(=C(CC2=O)C(=O)OC)O)C=CC=C3)C(=CC=C1)C